BrC1=CC=C(OC[C@H](C(=O)OCC)O)C=C1 (R)-ethyl 3-(4-bromophenoxy)-2-hydroxypropanoate